6-(3,7-dimethyloct-1,6-dienyl)naphthalen-2-ol CC(C=CC=1C=C2C=CC(=CC2=CC1)O)CCC=C(C)C